(2R,3S,4R,5R)-2-(((2-amino-3-bromoquinolin-7-yl)oxy)methyl)-5-(4-amino-7H-pyrrolo[2,3-d]pyrimidin-7-yl)-2-methyltetrahydrothiophene-3,4-diol NC1=NC2=CC(=CC=C2C=C1Br)OC[C@]1(S[C@H]([C@@H]([C@@H]1O)O)N1C=CC2=C1N=CN=C2N)C